CN1C(CC(CC1)N(N1CC2=C(C=C1)C(NC2)=O)C2=NC=CC=C2)=O 5-(1-methyl-2-oxopiperidin-4-yl(pyridin-2-yl)amino)-2,3-dihydro-1H-pyrrolo[3,4-c]pyridin-1-one